NC1=C2CCC(C2=CC=C1C)NC(=O)C=1C(NC(=CC1)C(F)(F)F)=O N-(4-amino-5-methyl-2,3-dihydro-1H-inden-1-yl)-2-oxo-6-(trifluoromethyl)-1,2-dihydropyridine-3-carboxamide